ClC1=NC=C2C=CN=C(C2=C1)C=1C(=C2C=NN(C2=CC1)CC(C(F)(F)F)(C(F)(F)F)O)C 2-[[5-(7-chloro-2,6-naphthyridin-1-yl)-4-methyl-indazol-1-yl]methyl]-1,1,1,3,3,3-hexafluoro-propan-2-ol